FC(C1=NN=C(O1)C=1C=CC(=NC1)CN1C(N(C2=C1C=C(C(=C2)C=2OC=CC2)F)C2CCN(CC2)C)=O)F 1-((5-(5-(difluoromethyl)-1,3,4-oxadiazole-2-yl)pyridine-2-yl)methyl)-6-fluoro-5-(furan-2-yl)-3-(1-methylpiperidine-4-yl)-1,3-dihydro-2H-benzo[d]imidazole-2-one